3-benzyl-1-(5-(1-methyl-1H-pyrazol-4-yl)pyrazin-2-yl)-1-(trans-4-((4-(oxetan-3-yloxy)-5-(trifluoromethyl)pyrimidin-2-yl)amino)cyclohexyl)urea C(C1=CC=CC=C1)NC(N([C@@H]1CC[C@H](CC1)NC1=NC=C(C(=N1)OC1COC1)C(F)(F)F)C1=NC=C(N=C1)C=1C=NN(C1)C)=O